(S)-tert-butyl 7'-methyl-3',4'-dihydro-1'H-spiro[pyrrolidine-3,2'-[1,8]naphthyridine]-1-carboxylate CC1=CC=C2CC[C@@]3(NC2=N1)CN(CC3)C(=O)OC(C)(C)C